2'-(ethoxymethyl)-N-(propylcarbamoyl)-[1,1-biphenyl]-2-sulfanilamide C(C)OCC1=C(C=CC=C1)C=1C(=CC=CC1)C=1C=CC=C(C1S(=O)(=O)NC(NCCC)=O)N